1-[(2R,3S,4R,5R)-4-[(tert-butyldimethylsilyl)oxy]-5-(chloromethyl)-3-fluoro-5-(hydroxymethyl)oxolan-2-yl]-3H-pyrimidine-2,4-dione [Si](C)(C)(C(C)(C)C)O[C@H]1[C@@H]([C@@H](O[C@@]1(CO)CCl)N1C(NC(C=C1)=O)=O)F